ethyl 8-fluoro-5-oxaspiro[2.5]octane-1-carboxylate FC1CCOCC12CC2C(=O)OCC